CN(C)CC1=CC(=NN1CCCCCOC1=NC=CC(=C1)C1=C(C(=CC=C1)C(C)C)CC(=O)O)S(N)(=O)=O 2-(2-(2-((5-(5-((dimethylamino)methyl)-3-sulfamoyl-1H-pyrazol-1-yl)pentyl)-oxy)pyridin-4-yl)-6-isopropylphenyl)acetic acid